1-[1-Cyclopropyl-3-(2-cyclopropyl-benzylamino)-1H-pyrazol-4-yl]-ethanone C1(CC1)N1N=C(C(=C1)C(C)=O)NCC1=C(C=CC=C1)C1CC1